FC=1C(NC(N(C1)[C@H]1C[C@@H]([C@H](O1)[C@@H](CO)O[P@](=O)(OC1=CC=CC2=CC=CC=C12)N[C@@H](C)C(=O)OC(C)C)O)=O)=O isopropyl ((S)-((R)-1-((2S,3S,5R)-5-(5-fluoro-2,4-dioxo-3,4-dihydropyrimidin-1(2H)-yl)-3-hydroxytetrahydrofuran-2-yl)-2-hydroxyethoxy)(naphthalen-1-yloxy)phosphoryl)-L-alaninate